ClC=1C=C(C=C(C1)Cl)C1=CC(=C(C(=N1)OC=1C=NC(=CC1)N1CCN(CC1)C)F)CN1CCC(CC1)CC(=O)O 2-(1-((6-(3,5-dichlorophenyl)-3-fluoro-2-((6-(4-methylpiperazin-1-yl)pyridin-3-yl)oxy)pyridin-4-yl)methyl)piperidin-4-yl)acetic acid